BrC=1C=C2C(=CNC(C2=CC1)=O)C 6-bromo-4-methylisoquinolin-1(2H)-one